Methyl 2-[6-[5-amino-4-cyano-1-(1-methylcyclopropyl)pyrazol-3-yl]pyridin-3-yl]propanoate NC1=C(C(=NN1C1(CC1)C)C1=CC=C(C=N1)C(C(=O)OC)C)C#N